BrC1=CC=C(C=C1)NC(=O)[C@@H]1N(CCC1)C(=O)NC1=CC=C(C=C1)C(F)(F)F (2R)-N2-(4-bromophenyl)-N1-[4-(trifluoromethyl)phenyl]pyrrolidine-1,2-dicarboxamide